CC1=CC=C(C=C1)S(=O)(=O)OC methyl para-toluenesulfonate